BrC1=C(C=C(C=C1)N1NC=NC1=O)F (4-bromo-3-fluorophenyl)-1H-1,2,4-triazol-5-one